C(C)(C)(C)OC(=O)N1CCN(CC1)C1=C2CCC(OC2=CC=C1)C1=C(C=C(C=C1)Cl)F 4-(2-(4-chloro-2-fluorophenyl)chroman-5-yl)piperazine-1-carboxylic acid tert-butyl ester